7-aminomethylheptanoic acid methyl ester hydrochloride Cl.COC(CCCCCCCN)=O